1-(4-fluoro-3-(hydroxymethyl)phenyl)-5-((1-(4-fluorobenzoyl)-4-hydroxypiperidin-4-yl)methyl)-1H-pyrazolo[3,4-d]pyrimidin-4(5H)-one FC1=C(C=C(C=C1)N1N=CC2=C1N=CN(C2=O)CC2(CCN(CC2)C(C2=CC=C(C=C2)F)=O)O)CO